(5-(1-(2,6-Dioxopiperidin-3-yl)-3-methyl-2-oxo-2,3-dihydro-1H-benzo[d]imidazol-5-yl)pyrimidin-2-yl)-5,6-dihydropyridine-1(2H)-carboxylic acid tert-butyl ester C(C)(C)(C)OC(=O)N1C(C=CCC1)C1=NC=C(C=N1)C1=CC2=C(N(C(N2C)=O)C2C(NC(CC2)=O)=O)C=C1